BrC1=CC=C(C=C1)[C@@H](C)[C@](C(=O)[O-])(CC(=O)[O-])C (R)-2-((R)-1-(4-bromophenyl) ethyl)-2-methylsuccinate